O=C1NC(CC[C@@H]1N1C(C2=CC=CC(=C2C1=O)NCC(=O)N1CCN(CC1)CCCOC1=CC=C(CNC2=C3N=CN(C3=NC=N2)C2CC(C2)NC(C2=NC(=CC=C2)C)=O)C=C1)=O)=O N-((1s,3s)-3-(6-((4-(3-(4-((2-(2,6-dioxopiperidin-3-yl)-1,3-dioxoisoindolin-4-yl)glycyl)piperazin-1-yl)propoxy)benzyl)amino)-9H-purin-9-yl)cyclobutyl)-6-methylpicolinamide